O1C(OCC1)CO\N=C(/C#N)\C1=CC=CC=C1 (Z)-1,3-Dioxolan-2-ylmethoxyimino(phenyl)acetonitrile